hydrazino-2,3'-bipyridine N(N)C=1C(=NC=CC1)C=1C=NC=CC1